dibromo-methyl-isopropyl-silane Br[Si](C(C)C)(C)Br